NC1CCC(CC1)OCCO 2-(((1r,4r)-4-aminoCyclohexyl)oxy)ethan-1-ol